N-(5-cyano-4-(2-(dimethylamino)ethoxy)pyrimidin-2-yl)-2'-fluoro-4'-(5-methyl-1,2,4-oxadiazol-3-yl)-[1,1'-biphenyl]-4-carboxamide C(#N)C=1C(=NC(=NC1)NC(=O)C1=CC=C(C=C1)C1=C(C=C(C=C1)C1=NOC(=N1)C)F)OCCN(C)C